3,4',7-trihydroxyflavanone OC1C(OC2=CC(=CC=C2C1=O)O)C1=CC=C(C=C1)O